FC1=C(C=CC=C1C(F)(F)F)NC(=O)[C@]12[C@H]3C[C@@H]([C@@H]([C@@]2(C1)C=1C(=NN(C1)C)C(F)(F)F)O3)O |r| rac-(1r,2r,4s,5r,6s)-N-(2-fluoro-3-(trifluoromethyl)phenyl)-6-hydroxy-4-(1-methyl-3-(trifluoromethyl)-1H-pyrazol-4-yl)-8-oxatricyclo[3.2.1.02,4]octane-2-carboxamide